ketosilane O=[SiH2]